(S)-N-(3-(2-(4-(((1-acetylpiperidin-4-yl)amino)methyl)-3-methoxyphenyl)-3-chloropyridin-4-yl)-2-methylphenyl)-5-((((5-oxopyrrolidin-2-yl)methyl)amino)methyl)picolinamide C(C)(=O)N1CCC(CC1)NCC1=C(C=C(C=C1)C1=NC=CC(=C1Cl)C=1C(=C(C=CC1)NC(C1=NC=C(C=C1)CNC[C@H]1NC(CC1)=O)=O)C)OC